FC1=C(C(=O)N[C@H](C(=O)OC)CC2=CC=C(C=3N2C=CN3)C=3C(N(C2=CC=C(C=C2C3)F)C)=O)C(=CC(=C1)N1[C@H](COCC1)C(F)(F)F)F methyl (S)-2-(2,6-difluoro-4-((R)-3-(trifluoromethyl)morpholino) benzamido)-3-(8-(6-fluoro-1-methyl-2-oxo-1,2-dihydroquinolin-3-yl)imidazo[1,2-a]pyridin-5-yl)propanoate